(3R)-3-(4-Chlorophenyl)-2-[(5-chloropyrimidin-2-yl)methyl]-4-fluoro-6-[1-(4-fluoropiperidin-4-yl)-1-hydroxypropyl]-3-methoxy-2,3-dihydro-1H-isoindol-1-on ClC1=CC=C(C=C1)[C@@]1(N(C(C2=CC(=CC(=C12)F)C(CC)(O)C1(CCNCC1)F)=O)CC1=NC=C(C=N1)Cl)OC